4-cyano-2-((2-fluoro-4-iodophenyl)amino)benzoylchloride C(#N)C1=CC(=C(C(=O)Cl)C=C1)NC1=C(C=C(C=C1)I)F